(3-chloro-4-((3-cyanopyridin-2-yl)oxy)phenyl)acetic acid ClC=1C=C(C=CC1OC1=NC=CC=C1C#N)CC(=O)O